3,5,3'-trihydroxy-7,4'-dimethoxyflavone OC1=C(OC2=CC(=CC(=C2C1=O)O)OC)C1=CC(=C(C=C1)OC)O